CN1C(N(C(=C1)C(=O)O)C)=O 1,3-dimethyl-2-oxo-imidazole-4-carboxylic acid